FC1=C(C(=O)N2CCN(CC2)C2(CC=NC=C2)C=O)C(=CC=C1OC)OC 4-(4-(2-fluoro-3,6-dimethoxybenzoyl)piperazin-1-yl)(pyridin-4-yl)methanone